COC1=C(C=C(C=C1)CCC)C1=NOC(=C1)C(C)(C)O 2-(3-(2-methoxy-5-propylphenyl)isoOxazol-5-yl)propan-2-ol